CN1N=CC(=C1)C=1C=C2CCCN(C2=CC1)C([C@H](C1=CC=CC=C1)NCCC1=CC=C(C#N)C=C1)=O |r| (S)- and (R)-4-(2-((2-(6-(1-Methyl-1H-pyrazol-4-yl)-3,4-dihydroquinolin-1(2H)-yl)-2-oxo-1-phenylethyl)amino)ethyl)benzonitrile